1-(bis(4-methoxybenzyl) amino)-3-bromopropane-2-yl acetate C(C)(=O)OC(CN(CC1=CC=C(C=C1)OC)CC1=CC=C(C=C1)OC)CBr